N,N-Dimethylformamid CN(C=O)C